ClC=1C=C(C(=O)N2CCC3=CC(=CC=C23)[C@@H](C)N2CC=CC=C2Cl)C=CC1 (R)-N-(1-(1-(3-chlorobenzoyl)-2,3-dihydro-1H-indol-5-yl)ethyl)-6-chloropyridine